C(C)N(C\C=C/C1=C(C=CC(=C1)F)S(=O)(=O)NC1=C(C2=C([C@@H]3[C@H](CO2)C3(F)F)C=C1)C(=O)O)CC |r| (1aRS,7bSR)-5-[2-((Z)-3-diethylaminoprop-1-enyl)-4-fluorobenzene-sulfonylamino]-1,1-difluoro-1,1a,2,7b-tetrahydrocyclopropa[c]benzopyran-4-carboxylic acid